(5R)-N-(1-(((2S)-1-Amino-1-oxopropan-2-yl)amino)-2-(4-ethylphenyl)-1-oxobutan-2-yl)-7,7-dimethyl-5-phenyl-4,5,6,7-tetrahydropyrazolo[1,5-a]pyrimidine-3-carboxamide NC([C@H](C)NC(C(CC)(C1=CC=C(C=C1)CC)NC(=O)C=1C=NN2C1N[C@H](CC2(C)C)C2=CC=CC=C2)=O)=O